6-(4-(2-(2,6-dioxopiperidin-3-yl)-1,3-dioxoisoindolin-4-yl)piperazin-1-yl)-6-oxohexanoic acid O=C1NC(CCC1N1C(C2=CC=CC(=C2C1=O)N1CCN(CC1)C(CCCCC(=O)O)=O)=O)=O